amino-β-hydroxybutanoic acid NC(C(=O)O)C(C)O